methyl 5-(4-methoxy-3-nitrophenyl)-1-((2-(trimethyl-silyl)ethoxy)methyl)-1H-imidazole-4-carboxylate COC1=C(C=C(C=C1)C1=C(N=CN1COCC[Si](C)(C)C)C(=O)OC)[N+](=O)[O-]